C(C)(C)(C)OC(=O)N(CC(=O)O)CCOCCOCCNC(COC1=C2C(N(C(C2=CC=C1)=O)C1C(NC(CC1)=O)=O)=O)=O 3-(tert-butoxycarbonyl)-14-((2-(2,6-dioxopiperidin-3-yl)-1,3-dioxoisoindolin-4-yl)oxy)-13-oxo-6,9-dioxa-3,12-diazatetradecanoic acid